Methyl-1,2,3-thiadiazole-5-carbohydrazide CC=1N=NSC1C(=O)NN